O=C1NC(CCC1C1=CC(=NC=C1)N1CCC(CC1)C(=O)OC(C)(C)C)=O tert-butyl 1-[4-(2,6-dioxopiperidin-3-yl)pyridin-2-yl]piperidine-4-carboxylate